9-(1,5-dimethyl-1H-pyrazol-3-yl)-6-(2-(3-methylbenzylidene)hydrazinyl)-9H-purine CN1N=C(C=C1C)N1C2=NC=NC(=C2N=C1)NN=CC1=CC(=CC=C1)C